FC1=C(SC=C1C(C)(C)O)S(=O)(=O)N 3-fluoro-4-(2-hydroxy-prop-2-yl)thiophene-2-sulfonamide